(R)-1-ethylpyrrol-3-amine C(C)N1C=C(C=C1)N